N-((4-aminotetrahydro-2H-pyran-4-yl)methyl)-6-(3-methyl-1H-indol-2-yl)pyrazine-2-carboxamide NC1(CCOCC1)CNC(=O)C1=NC(=CN=C1)C=1NC2=CC=CC=C2C1C